ethyl trans-2-butenoate C(\C=C\C)(=O)OCC